ClC=1C=C(C=CC1F)NC(N(CC1=NN=C2N1CCCC2)C2=CC=C(C=C2)OC)=O (3-Chloro-4-fluorophenyl)-1-(4-methoxyphenyl)-1-((5,6,7,8-tetrahydro-[1,2,4]triazolo[4,3-a]pyridin-3-yl)methyl)urea